N-(1-cyclohexyl-2-methyldecyl)-4-methylbenzenesulfonamide C1(CCCCC1)C(C(CCCCCCCC)C)NS(=O)(=O)C1=CC=C(C=C1)C